5,8-dioxo-6-(propan-2-yl)-5,6,7,8-tetrahydro-4H-pyrazolo[1,5-a]pyrrolo[3,4-d]pyrimidine-2-carboxylic acid O=C1N(CC2=C1NC=1N(C2=O)N=C(C1)C(=O)O)C(C)C